N-(7-chloro-6-(1-(4-hydroxy-3-methyltetrahydrofuran-3-yl)piperidin-4-yl)isoquinolin-3-yl)-2-(difluoromethyl)cyclopropane-1-carboxamide ClC1=C(C=C2C=C(N=CC2=C1)NC(=O)C1C(C1)C(F)F)C1CCN(CC1)C1(COCC1O)C